1-[6-[4-Fluoro-3-(trifluoromethyl)phenyl]pyrazolo[4,3-b]pyridin-1-yl]-3-methyl-butan-2-one FC1=C(C=C(C=C1)C=1C=C2C(=NC1)C=NN2CC(C(C)C)=O)C(F)(F)F